COC([C@H](C)NC(=O)C1N(CCN(C1)C(=O)OC(C)(C)C)C(=O)OC(C)(C)C)=O di-tert-butyl 2-(((S)-1-methoxy-1-oxopropan-2-yl)carbamoyl)piperazine-1,4-dicarboxylate